ClC=1C(=C(NC2=C(NC3=C2C(NCC3)=O)C3=C(C=NC=C3)OC[C@H]3OCC3)C=C(C1)F)OC 3-(3-chloro-5-fluoro-2-methoxyanilino)-2-(3-{[(2S)-oxetan-2-yl]methoxy}pyridin-4-yl)-1,5,6,7-tetrahydro-4H-pyrrolo[3,2-c]pyridin-4-one